C1(CC1)C=1OC(=NN1)N1[C@H](C2=C(CC1)NC=N2)C2=NN1C(C(=CC=C1)C)=C2 (R)-2-cyclopropyl-5-(4-(4-methylpyrazolo[1,5-a]pyridin-2-yl)-6,7-dihydro-1H-imidazo[4,5-c]pyridin-5(4H)-yl)-1,3,4-oxadiazole